FC1=CC=C(C=C1)C1=NC=2C(=NC(=CC2)N2CCNCC2)N1C1=NC=NC=C1 4-[2-(4-Fluorophenyl)-5-(piperazin-1-yl)-3H-imidazo[4,5-b]pyridin-3-yl]pyrimidine